Cl[C@H]([C@](NS(=O)(=O)C1=CC=C(C)C=C1)(N)C1=CC=CC=C1)C1=CC=CC=C1 chloro((1S,2S)-N-(p-toluenesulfonyl)-1,2-diphenylethanediamine)